4-[5-chloro-4-(1H-indol-3-yl)pyrimidin-2-yl]-N1-(2-dimethylaminoethyl)-5-methoxy-N1-methylbenzene-1,2,4-triamine ClC=1C(=NC(=NC1)C1(CC(=C(C=C1OC)N(C)CCN(C)C)N)N)C1=CNC2=CC=CC=C12